N4-[1-[4-chloro-1-(difluoromethyl)pyrazol-3-yl]-1-methyl-ethyl]-6-(1-methylindol-6-yl)-1,3,5-triazine-2,4-diamine ClC=1C(=NN(C1)C(F)F)C(C)(C)NC1=NC(=NC(=N1)C1=CC=C2C=CN(C2=C1)C)N